[4-[6-(4-prop-2-enoyloxybutoxycarbonyloxy)naphthalene-2-carbonyl]oxyphenyl] 6-(4-prop-2-enoyloxybutoxycarbonyloxy)naphthalene-2-carboxylate C(C=C)(=O)OCCCCOC(=O)OC=1C=C2C=CC(=CC2=CC1)C(=O)OC1=CC=C(C=C1)OC(=O)C1=CC2=CC=C(C=C2C=C1)OC(=O)OCCCCOC(C=C)=O